N-(2-(2-isopropyl-5-methylphenoxy)phenyl)-2-methyl-4-(1-fluoroethyl)-thiazole-5-carboxamide C(C)(C)C1=C(OC2=C(C=CC=C2)NC(=O)C2=C(N=C(S2)C)C(C)F)C=C(C=C1)C